BrC1=NN2C(C=CC(=C2)F)=C1 bromo-6-fluoropyrazolo[1,5-a]pyridine